C=C1CCNCC1 4-Methylene-Piperidine